CC=1C=CC(=C(C1)N1CCN(CC1)CC1=NC2=CC=CC=C2C(N1)=O)C=1N=NNN1 2-[[4-[5-methyl-2-(2H-tetrazol-5-yl)phenyl]piperazin-1-yl]methyl]-3H-quinazolin-4-one